COC(C1=C(C(=CC=C1F)N)F)=O 3-amino-2,6-difluorobenzoic acid methyl ester